O1C(COC2=NC=CC=C21)COC2=NC(N1C(C3=CC=C(C=C3CC1)C#CC(CCC)O)=C2)=O 2-(2,3-Dihydro-[1,4]dioxino[2,3-b]pyridin-2-ylmethoxy)-9-(3-hydroxy-hex-1-ynyl)-6,7-dihydro-pyrimido[6,1-a]isoquinolin-4-one